5-(2,4-difluorophenyl)isoxazole-3-carboxylic acid chloride FC1=C(C=CC(=C1)F)C1=CC(=NO1)C(=O)Cl